FC1=C(C(=O)OCC2CO2)C(=C(C(=C1F)C(=O)OCC1CO1)F)F diglycidyl 2,3,5,6-tetrafluoroterephthalate